COC1=C(C=CC=C1)NC1=C2N=CN(C2=NC(=N1)N1CCOCC1)/N=C/C1=CC(=CC=C1)C (E)-N-(2-methoxyphenyl)-9-((3-methylbenzylidene)amino)-2-morpholino-9H-purin-6-amine